1-(5-(4-amino-7-cyclopropyl-7H-pyrrolo[2,3-d]pyrimidin-5-yl)isoquinolin-8-yl)-3-(3-(tert-butyl)isoxazol-5-yl)urea NC=1C2=C(N=CN1)N(C=C2C2=C1C=CN=CC1=C(C=C2)NC(=O)NC2=CC(=NO2)C(C)(C)C)C2CC2